O=C1N(C=CC2=CC=CC=C12)CC1=CC2=C(NC(O2)=O)C=C1 6-((1-oxoisoquinolin-2(1H)-yl)methyl)benzo[d]oxazol-2(3H)-one